O1C(CC1)[Si](OCC)(OCC)OCC oxetanyl-triethoxysilane